ClC1=CC=C(OCC2=NN=C(S2)C2=NC(=C(C(=O)N)C=C2)F)C=C1 (5-((4-chlorophenoxy)methyl)-1,3,4-thiadiazol-2-yl)-2-fluoronicotinamide